3-ethoxypropyl-(methyl)silane C(C)OCCC[SiH2]C